acryloyloxy-2,2,4-trimethylpentyl acetoacetate C(CC(=O)C)(=O)OC(C(CC(C)C)(C)C)OC(C=C)=O